CN1N=CC(=C1)N(C1CN(CCC1)C(=O)OCC1=CC=CC=C1)S(N)(=O)=O benzyl 3-[(1-methylpyrazol-4-yl)-sulfamoyl-amino]piperidine-1-carboxylate